BrC1=CC=C(C=C1)C=1OC(=NN1)C1=CC=CC=C1 2-(4-bromophenyl)-5-phenyl-1,3,4-oxadiazole